C1(CC1)C1=C(C(=NO1)C1=C(C=CC=C1Cl)Cl)C=C1CC2(C1)CCN(CC2)C(=O)OC(C)(C)C tert-Butyl 2-((5-cyclopropyl-3-(2,6-dichlorophenyl)isoxazol-4-yl) methylene)-7-azaspiro[3.5]nonane-7-carboxylate